O[C@@H]1[C@H](CCC1)NC1=NC(=NC=C1C(=O)N)S(=O)(=O)C 4-((1s,2s)-2-hydroxycyclopentylamino)-2-(methylsulfonyl)pyrimidine-5-carboxamide